7-methylimidazo[1,5-a]pyridin CC1=CC=2N(C=C1)C=NC2